(R)-N-(1-(2,5-difluorophenyl)ethyl)pyrazolo[1,5-a]pyrimidin-5-amine FC1=C(C=C(C=C1)F)[C@@H](C)NC1=NC=2N(C=C1)N=CC2